1-mercapto-2-propanone silver [Ag].SCC(C)=O